C(=O)[C@H]1[C@@H]([C@H]([C@@H](O)O[C@@H]1C)O)O 4,6-dideoxy-4-formyl-α-D-glucopyranose